ClC1=CC2=C(N(C(=N2)OC)CCCCC(=O)N)C=C1OC [3-(5-Chloro-2,6-dimethoxybenzoimidazol-1-yl)propyl]acetamide